NC1=CC=C(C(=C1B(O)O)F)F (6-amino-2,3-difluorophenyl)boronic acid